(S,Z)-2-fluoro-1-(4-(8-fluoro-7-(3-hydroxynaphthalen-1-yl)-2-((1-methylpyrrolidin-2-yl)methoxy)quinazolin-4-yl)piperazin-1-yl)-3-(pyrimidin-2-yl)prop-2-en-1-one F\C(\C(=O)N1CCN(CC1)C1=NC(=NC2=C(C(=CC=C12)C1=CC(=CC2=CC=CC=C12)O)F)OC[C@H]1N(CCC1)C)=C/C1=NC=CC=N1